CNC(C1=C(C=CC=C1)B1OC(C(O1)(C)C)(C)C)=O N-methyl-2-(4,4,5,5-tetramethyl-1,3,2-dioxaborolan-2-yl)benzamide